[NH+]1=CC(=CC=C1)C(=O)O[C@H]1O[C@@H]([C@H]([C@H]1O)O)COP(=O)(O)O.[K+] Potassium ((2R,3R,4S,5R)-3,4-dihydroxy-5-((phosphonooxy) methyl) tetrahydrofuran-2-yl) pyridin-1-ium-3-carboxylate